CC=1SC2=C(N1)C=C(C=C2)C(CC(=O)O)N2N=CC1=CC(=CC=C21)OCCC2=NC=1NCCCC1C=C2 3-(2-Methylbenzo[d]thiazol-5-yl)-3-(5-(2-(5,6,7,8-tetrahydro-1,8-naphthyridin-2-yl)ethoxy)-1H-indazol-1-yl)propanoic acid